2-[(5-iodopyrazol-1-yl)methoxy]ethyl-trimethylsilane IC1=CC=NN1COCC[Si](C)(C)C